methyl 3-[[3-fluoro-4-[5-(trifluoromethyl)-1,2,4-oxadiazol-3-yl]phenyl]methylsulfamoyl]propanoate FC=1C=C(C=CC1C1=NOC(=N1)C(F)(F)F)CNS(=O)(=O)CCC(=O)OC